(5-bromoquinoxalin-6-yl)-(4,5-dihydro-1H-imidazol-2-yl)amine BrC1=C2N=CC=NC2=CC=C1NC=1NCCN1